C12COCC(N1C=1SC3=C(N1)C=CC(=C3C(=O)NC=3C=NC(=CC3C(NC31CCC(CC3)(CC1)C#N)=O)OC)OC)C2 2-(3-Oxa-6-azabicyclo[3.1.1]heptan-6-yl)-N-(4-((4-cyanobicyclo[2.2.2]octan-1-yl)carbamoyl)-6-methoxypyridin-3-yl)-6-methoxybenzo[d]thiazole-7-carboxamide